N-(3-(aminomethyl)-5-fluorophenyl)-1-methyl-1H-pyrrol-3-amine hydrochloride Cl.NCC=1C=C(C=C(C1)F)NC1=CN(C=C1)C